COC=1C=CC2=C(N=C(S2)C=2C=C(C=NC2)CCC(=O)N)C1 3-(5-(5-methoxybenzo[d]thiazol-2-yl)pyridin-3-yl)propanamide